α-(1-naphthylmethyl)-proline C1(=CC=CC2=CC=CC=C12)C[C@@]1(NCCC1)C(=O)O